2-[(6-fluoro-1,3-benzothiazol-2-yl)carbamoyl]bicyclo[2.2.1]hept-5-ene-3-carboxylic acid FC1=CC2=C(N=C(S2)NC(=O)C2C3C=CC(C2C(=O)O)C3)C=C1